C(C=1C(O)=CC=CC1)(=O)[O-].C(C1=CC=CC=C1)(=O)O.[Na+] sodium benzoate, salicylate salt